ethyl (2Z)-3-(2-bromo-6-fluoro-phenyl)-2-hydrazono-3-oxo-propionate BrC1=C(C(=CC=C1)F)C(/C(/C(=O)OCC)=N/N)=O